N1(CCC1)C1=CC2=C(C=C(O2)C(=O)NS(=O)(=O)C2=C(C=CC(=C2)C=2CCN(CC2)C)OC)C(=C1)F 6-(Azetidin-1-yl)-4-fluoro-N-[2-methoxy-5-(1-methyl-1,2,3,6-tetrahydropyridin-4-yl)benzene-1-sulfonyl]-1-benzofuran-2-carboxamide